C=COC1=CC=CC=C1 methylene-anisole